(2S)-2-(isocyanatomethyl)pyrrolidine-1-carboxylic acid tert-butyl ester C(C)(C)(C)OC(=O)N1[C@@H](CCC1)CN=C=O